1-heptyl-4-ethylpyridinium cyanide [C-]#N.C(CCCCCC)[N+]1=CC=C(C=C1)CC